BrC=1C(=C(OCCC2CC23CCN(CC3)C(=O)OC(C)(C)C)C=CC1)C tert-butyl 1-(2-(3-bromo-2-methylphenoxy)ethyl)-6-azaspiro[2.5]octane-6-carboxylate